4-chlorobenzyl (4-(1-(2-(oxazol-2-yl)acetamido)ethyl)phenyl)carbamate O1C(=NC=C1)CC(=O)NC(C)C1=CC=C(C=C1)NC(OCC1=CC=C(C=C1)Cl)=O